CC=1N=C(C(=NC1)C)C Trimethylpyrazine